CSCCN(C(\C=C\C1=CC=C(C=C1)C)=O)C1=NNC=C1 (E)-N-(2-methylsulfanyl-ethyl)-3-(p-tolyl)-N-(1H-pyrazol-3-yl)prop-2-enamide